5-(7-{[rac-(2R,4R)-2,4-dihydroxypentyl]oxy}-1-fluoro-3-hydroxynaphthalen-2-yl)-1λ6,2,5-thiadiazolidine-1,1,3-trione O[C@@H](COC1=CC=C2C=C(C(=C(C2=C1)F)N1CC(NS1(=O)=O)=O)O)C[C@@H](C)O |r|